1,6-bis(p-chlorocarbonylphenyl)perfluorohexane ClC(=O)C1=CC=C(C=C1)C(C(C(C(C(C(C1=CC=C(C=C1)C(=O)Cl)(F)F)(F)F)(F)F)(F)F)(F)F)(F)F